(2-cyclopropyl-4-fluoro-phenyl)-acetamide C1(CC1)C1=C(C=CC(=C1)F)CC(=O)N